6H-benzo[4,5]thieno[2,3-b]benzo[4,5]thieno[2,3-d]pyrrole C1=CC=CC2=C1C1=C(NC3=C1SC1=C3C=CC=C1)S2